N-((3-Methoxythien-2-yl)methyl)-2-(2-(pyridin-2-yl)bicyclo[2.2.2]oct-2-yl)ethylamine COC1=C(SC=C1)CNCCC1(C2CCC(C1)CC2)C2=NC=CC=C2